CC1=NC2=CC=C(N=C2C=C1)C1=NN(C2=CC=CC=C12)C1OCCCC1 2-methyl-6-[1-(oxan-2-yl)indazol-3-yl]-1,5-naphthyridine